C(C=CC=CC=CC=CCCCCCCCCCCCCCCC)(=O)O 2,4,6,8-tetracosatetraenoic acid